C1(CC1)C1=NC(=C(C(=C1C#N)C1=CC=C(C=C1)OCCO)C#N)SCC=1C=NC=CC1 2-Cyclopropyl-4-[4-(2-hydroxyethoxy)phenyl]-6-(3-pyridylmethylsulfanyl)-pyridine-3,5-dicarbonitrile